2-(3-(((1R,3R)-3-hydroxycyclohexyl)amino)-5-methyl-1,2,4-triazin-6-yl)-5-(trifluoromethyl)pyridin-3-ol O[C@H]1C[C@@H](CCC1)NC=1N=NC(=C(N1)C)C1=NC=C(C=C1O)C(F)(F)F